(3aR,6aS)-tetrahydro-1H-furo[3,4-c]pyrrol C1OC[C@@H]2C1=CNC2